C1(CC1)C1=C(C(=NO1)C1=C(C=CC=C1Cl)Cl)C1=CC2(C1)CCN(CC2)C2=NN1C(C=N2)=CC=C1 2-(2-(5-Cyclopropyl-3-(2,6-dichlorophenyl)isoxazol-4-yl)-7-azaspiro[3.5]non-1-en-7-yl)pyrrolo[2,1-f][1,2,4]triazin